CCCC=NCCN=CCCC 5,8-diazadodeca-4,8-diene